NC=1C2=C(N=CN1)N(C=C2)[C@@H]2[C@@H]1[C@]([C@@H]3[C@H]2OC(O3)(C)C)(C1)CCC1=CC=C3C=CC(=NC3=C1F)N 7-(2-((3aR,3bR,4aS,5R,5aS)-5-(4-Amino-7H-pyrrolo[2,3-d]pyrimidin-7-yl)-2,2-dimethyltetrahydrocyclopropa[3,4]cyclopenta[1,2-d][1,3]dioxol-3b(3aH)-yl)ethyl)-8-fluoroquinolin-2-amine